methyl (S)-3-(8-(1-methyl-2-oxo-1,2-dihydro-3H-imidazo[4,5-b]pyridin-3-yl)imidazo[1,2-a]pyridin-5-yl)-2-(tritylamino)propanoate CN1C(N(C2=NC=CC=C21)C=2C=1N(C(=CC2)C[C@@H](C(=O)OC)NC(C2=CC=CC=C2)(C2=CC=CC=C2)C2=CC=CC=C2)C=CN1)=O